C1(CCCC1)CN1[C@H](CN(CC1)CC1=CC=2N(C=C1)N=CC2N2C(NC(CC2)=O)=O)C (S)-1-(5-((4-(cyclopentylmethyl)-3-methylpiperazin-1-yl)methyl)pyrazolo[1,5-a]pyridin-3-yl)dihydropyrimidine-2,4(1H,3H)-dione